FC(CF)(OCC1CCNCC1)F 4-[(1,1,2-trifluoroethoxy)methyl]piperidin